3,3-dimethyl-7-{1-[(3S)-3-methylpiperidin-1-yl]ethyl}-N-{3-[(1s,3s)-3-(cyanomethyl)-1-(4-methyl-1,2,4-triazol-3-yl)cyclobutyl]phenyl}-1H,2H-pyrrolo[3,2-b]pyridine-5-carboxamide CC1(CNC=2C1=NC(=CC2C(C)N2C[C@H](CCC2)C)C(=O)NC2=CC(=CC=C2)C2(CC(C2)CC#N)C2=NN=CN2C)C